(2S)-2-(4-aminobenzoylamino)glutaric acid NC1=CC=C(C(=O)N[C@H](C(=O)O)CCC(=O)O)C=C1